2-ethylhexyl-4-dimethylaminobenzoate (2-ethylhexyl 4-(dimethylamino) benzoate) C(C)C(CC1=C(C(=O)O)C=CC(=C1)N(C)C)CCCC.C(C)C(COC(C1=CC=C(C=C1)N(C)C)=O)CCCC